CC1=C(OC2=C(C=C(C=C2C1=O)C)[C@@H](C)NC(OC(C)(C)C)=O)C=1C=NC=CC1 tert-butyl N-[(1R)-1-[3,6-dimethyl-4-oxo-2-(3-pyridyl)chromen-8-yl]ethyl]carbamate